tert-butyl 4-((4-(3,4-dichloro-2-fluorophenyl)-8-methoxy-4H-pyrido[2,3,4-de]quinazolin-7-yl)oxy)piperidine-1-carboxylate ClC=1C(=C(C=CC1Cl)N1C=CC=2C=3C1=NC=NC3C=C(C2OC2CCN(CC2)C(=O)OC(C)(C)C)OC)F